(3-((5-(3,5-dimethyl-1H-pyrazol-4-yl)pyridin-2-yl)methyl)-1,2,3-oxadiazol-3-ium-5-yl)((3-(trifluoromethyl)phenyl)carbamoyl)amide CC1=NNC(=C1C=1C=CC(=NC1)C[N+]1=NOC(=C1)[N-]C(NC1=CC(=CC=C1)C(F)(F)F)=O)C